6-(3-ethylsulfonyl-7-methoxy-imidazo[1,2-a]pyridin-2-yl)-3-(trifluoromethyl)-7H-pyrrolo[3,4-b]pyridin-5-one C(C)S(=O)(=O)C1=C(N=C2N1C=CC(=C2)OC)N2CC1=NC=C(C=C1C2=O)C(F)(F)F